BrC1=CN=C(C(=N1)CN)Cl (6-bromo-3-chloro-pyrazin-2-yl)methanamine